1-(6,7-dihydro-1H-[1,2,3]triazolo[4,5-c]pyridin-5(4H)-yl)-2-(5-(2-((5,6-dihydro-4H-cyclopenta[b]thiophen-5-yl)amino)pyrimidin-5-yl)-1,3,4-oxadiazol-2-yl)ethanone N1N=NC=2CN(CCC21)C(CC=2OC(=NN2)C=2C=NC(=NC2)NC2CC1=C(SC=C1)C2)=O